4-(4-morpholinyl)benzophenone N1(CCOCC1)C1=CC=C(C(=O)C2=CC=CC=C2)C=C1